bis(2-ethylhexyl) suberate C(CCCCCCC(=O)OCC(CCCC)CC)(=O)OCC(CCCC)CC